4-(4-((1R,5S)-3,6-diazabicyclo[3.1.1]heptan-3-yl)-6,8-difluoro-2-(((2R,7aS)-2-fluorotetrahydro-1H-pyrrolizin-7a(5H)-yl)methoxy)quinazolin-7-yl)naphthalen-2-ol [C@@H]12CN(C[C@@H](N1)C2)C2=NC(=NC1=C(C(=C(C=C21)F)C2=CC(=CC1=CC=CC=C21)O)F)OC[C@]21CCCN1C[C@@H](C2)F